C(C)OC(=O)C1=C(C2=C(N=CN2)C(=C1)C1=CC=C(C=C1)OC(F)(F)F)Br 4-bromo-7-[4-(trifluoromethoxy)phenyl]-3H-benzimidazole-5-carboxylic acid ethyl ester